ClC1=CC=C(C2=C1C=C(O2)F)COC2=CC=CC(=N2)C2=CCC(CC2)CC=2N(C1=C(N2)SC(=C1)C(=O)O)C[C@H]1OCC1 2-((4-(6-((4-chloro-2-fluorobenzofuran-7-yl)methoxy)pyridin-2-yl)cyclohex-3-en-1-yl)methyl)-1-(((S)-oxetan-2-yl)methyl)-1H-thieno[2,3-d]imidazole-5-carboxylic acid